P(O)(O)O.C(C)(C)(C)C1=C(C=CC(=C1)C(C)(C)C)O.C(C)(C)(C)C1=C(C=CC(=C1)C(C)(C)C)O.C(C)(C)(C)C1=C(C=CC(=C1)C(C)(C)C)O tris(2,4-di-tert-butyl-phenol) phosphite